CC1=CC=C(C=C1)CN1CC=NC2=CC=CC=C12 1-[(4-methylphenyl)methyl]quinoxaline